N-(2-Methoxyphenyl)-2-(di-t-butylphosphino)pyrrol COC1=C(C=CC=C1)N1C(=CC=C1)P(C(C)(C)C)C(C)(C)C